FC1=C(C=CC=C1C(=O)C1=CNC2=NC=C(C=C21)C=2C=NC=CC2)NS(=O)(=O)CC2=CC=CC=C2 N-(2-fluoro-3-(5-(pyridin-3-yl)-1H-pyrrolo[2,3-b]pyridine-3-carbonyl)phenyl)-1-phenylmethanesulfonamide